ClC=1C=C(C=CC1C1=CN=CO1)NC(=O)[C@H]1COC2=CC=C(C=C2C1)F |r| racemic-N-(3-chloro-4-(oxazol-5-yl)phenyl)-6-fluorochroman-3-carboxamide